diethyleneglycol divinyl ether C(=C)OCCOCCOC=C